methoxy-7,8,9,10-tetrahydronaphthacene-5,12-dione hydrochloride Cl.COC1=CC=CC=2C(C3=CC=4CCCCC4C=C3C(C12)=O)=O